2-(4'-(4,4-difluoropiperidine-1-carbonyl)biphenyl-4-yl)propan-2-ylcarbamic acid 1-azabicyclo[3.2.2]non-4-yl ester N12CCC(C(CC1)CC2)OC(NC(C)(C)C2=CC=C(C=C2)C2=CC=C(C=C2)C(=O)N2CCC(CC2)(F)F)=O